C(C)(C)(C)OC(=O)N1CC2(CC2)[C@@H]([C@@H]1CC1=C(C(=CC=C1)C1=CC(=CC=C1)F)F)NS(=O)(=O)CF (6s,7s)-6-[[2-fluoro-3-(3-fluorophenyl)phenyl]methyl]-7-(fluoromethylsulfonylamino)-5-azaspiro[2.4]heptane-5-carboxylic acid tert-butyl ester